2-ethyl-2-propyl-nonanoic acid C(C)C(C(=O)O)(CCCCCCC)CCC